2-(7,8-difluoro-3-quinolyl)-4-[(6-fluoro-3-pyridyl)methyl]-6,6-dimethyl-4,5-dihydro-1,3-thiazine FC1=CC=C2C=C(C=NC2=C1F)C=1SC(CC(N1)CC=1C=NC(=CC1)F)(C)C